3-(4-((3-(4-(3-bromopropyl)piperazin-1-yl)propyl)thio)-1-oxoisoindolin-2-yl)piperidine-2,6-dione BrCCCN1CCN(CC1)CCCSC1=C2CN(C(C2=CC=C1)=O)C1C(NC(CC1)=O)=O